F[P-](F)(F)(F)(F)F.NC(CC)C=1NC=CN1 1-aminopropylimidazole hexafluorophosphate